D-2-AMINO-5-METHYLHEX-4-ENOIC ACID N[C@@H](C(=O)O)CC=C(C)C